SC1CC(C1)NC1CCC(CC1)N(C(=N)NCC1=CC=C(C=C1)[N+](=O)[O-])CC1=CC=C(C=C1)[N+](=O)[O-] 1-((1S,4S)-4-(((1S,3S)-3-mercaptocyclobutyl)amino)cyclohexyl)-1,3-bis(4-nitrobenzyl)guanidine